CN(CCN(C1=NC(=C(C=C1NC(C=C)=O)NC1=NC=NC(=C1)N1OCC[C@@H]1C1=CC(=CC=C1)OC1=CC=CC=C1)OC)C)C (R)-N-(2-((2-(dimethylamino)-ethyl)(methyl)-amino)-6-methoxy-5-((6-(3-(3-phenoxyphenyl)isoxazolidin-2-yl)pyrimidin-4-yl)amino)-pyridin-3-yl)acryl-amide